N1-(3-fluoropropyl)-N2-(4-methoxy-3-((1R,3R)-3-methyl-2-(2,2,2-trifluoroethyl)-2,3,4,9-tetrahydro-1H-pyrido[3,4-b]indol-1-yl)phenyl)ethane-1,2-diamine FCCCNCCNC1=CC(=C(C=C1)OC)[C@H]1N([C@@H](CC2=C1NC1=CC=CC=C21)C)CC(F)(F)F